C(CCC(=O)C)(=O)[C@@]1([C@@H](O[C@@H]([C@]1(O)[Si](C)(C)C(C)(C)C)CO)N1C(=O)NC(=O)C=C1)O 2'-levulinyl-3'-TBDMS-uridine